C(#N)C1=CC=C(C=C1)C(C)NC(=O)C=1C(N(C2=NC=C(C=C2C1O)C1=NC=C(C=C1)C#N)CC1=CC=C(C=C1)F)=O N-(1-(4-cyanophenyl)ethyl)-6-(5-cyanopyridin-2-yl)-1-(4-fluorobenzyl)-4-hydroxy-2-oxo-1,2-dihydro-1,8-naphthyridine-3-carboxamide